C(CCCCCCC)SC1=NC(=NC(=N1)SCCCCCCCC)NC1=CC(=C(C(=C1)C(C)(C)C)O)C(C)(C)C 2,4-Bis(octylmercapto)-6-(3,5-di-tert-butyl-4-hydroxyanilino)-1,3,5-triazin